4,4'-(perfluorocyclopent-1-ene-1,2-diyl)bis(5'-tert-butyl-5-(4-methoxyphenyl)-2,2'-bithiophene) FC1(C(=C(C(C1(F)F)(F)F)C=1C=C(SC1C1=CC=C(C=C1)OC)C=1SC(=CC1)C(C)(C)C)C1(CC=C(C=C1)C1=CC=C(S1)C=1SC(=CC1)C(C)(C)C)OC)F